racemic-N-(8,9-difluoro-6-oxo-1,4,5,6-tetrahydro-2H-pyrano[3,4-c]isoquinolin-1-yl)-8-fluoro-N-methylindolizine-2-carboxamide FC=1C(=CC=2C3=C(NC(C2C1)=O)COC[C@@H]3N(C(=O)C=3C=C1C(=CC=CN1C3)F)C)F |r|